(S)-N-(2-(4-ethylpiperazin-1-yl)-5-((6-(3-(3-(3-fluorophenoxy)benzyl)isoxazolidin-2-yl)pyrimidin-4-yl)amino)-4-methoxyphenyl)acrylamide C(C)N1CCN(CC1)C1=C(C=C(C(=C1)OC)NC1=NC=NC(=C1)N1OCC[C@@H]1CC1=CC(=CC=C1)OC1=CC(=CC=C1)F)NC(C=C)=O